ClC1=C(C(=CC=C1)C)C1=NOC(=C1CO[C@H]1[C@@H]2CN([C@H](C1)C2)C2=CC(=C(C(=O)O)C=C2)F)C2CC2 4-[(1S,4S,5R)-5-[[3-(2-chloro-6-methylphenyl)-5-cyclopropyl-1,2-oxazol-4-yl]methoxy]-2-azabicyclo[2.2.1]heptan-2-yl]-2-fluorobenzoic acid